C1=NC=CC2=CC(=CC=C12)C1=CCC(CN1C(=O)OC(C)(C)C)C Tert-butyl 6-(isoquinolin-6-yl)-3-methyl-3,4-dihydropyridine-1(2H)-carboxylate